C(#N)C1=CC=CC=2C=3N(C(=NC12)N[C@H]1C(NCCN(C1)C(=O)OCC1=CC=CC=C1)=O)N=C(N3)C=3C=NN(C3)C(F)F benzyl (6R)-6-({7-cyano-2-[1-(difluoromethyl)-1H-pyrazol-4-yl] [1,2,4]triazolo[1,5-c]quinazolin-5-yl} amino)-5-oxo-1,4-diazepan-1-carboxylate